N-(4-((2-(1,1-difluoroethyl)-6-methylpyrimidin-4-yl)amino)-5-(2-(dimethylamino)thiazol-4-yl)pyridin-2-yl)acetamide FC(C)(F)C1=NC(=CC(=N1)NC1=CC(=NC=C1C=1N=C(SC1)N(C)C)NC(C)=O)C